FC=1C=C(C=CC1F)C=1N=NN(N1)C1CCN(CC1)C(CC1=NC=NN1C)=O 1-(4-(5-(3,4-difluorophenyl)-2H-tetrazol-2-yl)piperidin-1-yl)-2-(1-methyl-1H-1,2,4-triazol-5-yl)ethan-1-one